1-methyl-5-phenyl-1H-imidazole CN1C=NC=C1C1=CC=CC=C1